trans-3-((3,5-dimethylpyridin-2-yl)oxy)-N-(3-ethylpiperidin-4-yl)-2,2-dimethylpropionamide CC=1C(=NC=C(C1)C)OCC(C(=O)N[C@H]1[C@@H](CNCC1)CC)(C)C